2-(2-(6-((cis)-2,6-dimethylmorpholino)pyridin-2-yl)-1,6-naphthyridin-7-yl)-N-((1-(methylsulfonyl)piperidin-4-yl)methyl)acetamide C[C@@H]1O[C@@H](CN(C1)C1=CC=CC(=N1)C1=NC2=CC(=NC=C2C=C1)CC(=O)NCC1CCN(CC1)S(=O)(=O)C)C